NC1=NC=CC(=N1)C=1C2=C(C(=NC1)NCC=1C=C(C(=O)NC3CC4(C3)CCN(CC4)CCF)C=CC1)CCO2 3-(((7-(2-aminopyrimidin-4-yl)-2,3-dihydrofuro[3,2-c]pyridin-4-yl)amino)methyl)-N-(7-(2-fluoroethyl)-7-azaspiro[3.5]nonan-2-yl)benzamide